tert-butyl 2,9-diazadispiro[3.1.5{6}.1{4}]dodecane-9-carboxylate C1NCC12CC1(CCN(CC1)C(=O)OC(C)(C)C)C2